trimethylsilylpropyl α-cyanoacrylate C(#N)C(C(=O)OCCC[Si](C)(C)C)=C